CC1(OC[C@@H](O1)CONC(=O)C1=C(N(C2=NC=CC=C21)C)NC2=C(C=C(C=C2)I)F)C (R)-N-((2,2-dimethyl-1,3-dioxolan-4-yl)methoxy)-2-((2-fluoro-4-iodophenyl)amino)-1-methyl-1H-pyrrolo[2,3-b]pyridine-3-carboxamide